C(\C=C\C(=O)O)(=O)O.C(\C=C\C(=O)O)(=O)O.C(CCC)OC1=C(CN2C[C@H](CC2)CN)C=C(C=C1)Cl (R)-(1-(2-butoxy-5-chlorobenzyl)pyrrolidin-3-yl)methanamine difumarate